[Cl-].C(C1=CC=CC=C1)N1C=[N+](C=C1)C 1-benzyl-3-methyl-imidazolium chloride